FC(OC1=NC(=NN2C1=C(C=C2)C=2C=C1N=CC=NC1=CC2)NC21CCC(CC2)(C1)O)F 4-((4-(difluoromethoxy)-5-(quinoxalin-6-yl)pyrrolo[2,1-f][1,2,4]triazin-2-yl)amino)bicyclo[2.2.1]heptan-1-ol